C[N+]1=CNC2=C1C=CC=C2 N-methyl-benzimidazolium